dipentaerythritol [3-(3,5-di-tert-butyl-4-hydroxyphenyl) propionate] C(C)(C)(C)C=1C=C(C=C(C1O)C(C)(C)C)CCC(=O)OCC(CO)(COCC(CO)(CO)CO)CO